allylxanthic acid C(C=C)OC(=S)S